CN1C2=NC(=NC(=C2N=C1C1=CC=NC=C1)N1CCOCC1)C1=NC(=CC=C1)C1CC(NCC1)C 4-(9-methyl-2-(6-(2-methylpiperidin-4-yl)pyridin-2-yl)-8-(pyridin-4-yl)-9H-purin-6-yl)morpholine